NC1=NC=CC=C1C1=NC=2C(=NC(=CC2)C2=CC=CC=C2)N1C1=CC=C(CN2C[C@@H]3[C@@H](C2)CN(C3)C(=O)C=3C=CC(=C(C=O)C3)O)C=C1 5-((3aS,6aS)-5-(4-(2-(2-aminopyridin-3-yl)-5-phenyl-3H-imidazo[4,5-b]pyridin-3-yl)benzyl)octahydropyrrolo[3,4-c]pyrrole-2-carbonyl)-2-hydroxybenzaldehyde